O1CCOC2=C1C=CC=C2C2=CC=C(C(=N2)OC)NC2=CC(=CC=C2)CNCC2=NNC=C2 [6-(2,3-Dihydro-benzo[1,4]dioxin-5-yl)-2-methoxy-pyridin-3-yl]-(3-{[(1H-pyrazol-3-ylmethyl)-amino]-methyl}-phenyl)-amine